5-[8,8-Dimethyl-1-(5-oxa-2-aza-spiro[3.4]oct-2-yl)-5,6-dihydro-8H-7-oxa-2,4,4b,9-tetraaza-fluoren-3-yl]-pyrimidin-2-ylamine CC1(OCCN2C=3N=C(N=C(C3N=C12)N1CC2(C1)OCCC2)C=2C=NC(=NC2)N)C